2-{2-ethyl-6-[1-(methylsulfonyl)azetidin-3-yl]-5,8-dioxo-5,6,7,8-tetrahydro-4H-pyrazolo[1,5-a]pyrrolo[3,4-d]pyrimidin-4-yl}-N-(5-fluoropyridin-2-yl)acetamide C(C)C1=NN2C(N(C3=C(C2=O)CN(C3=O)C3CN(C3)S(=O)(=O)C)CC(=O)NC3=NC=C(C=C3)F)=C1